1-(3-nitrophenyl)-5-phenyl-1,2,3-triazole-4-carbonitrile [N+](=O)([O-])C=1C=C(C=CC1)N1N=NC(=C1C1=CC=CC=C1)C#N